BrC=1C=CC=C2CN(C(C12)=O)CC[C@H]1CN2CCC1CC2 |r| (R and S)-7-Bromo-2-(2-(quinuclidin-3-yl)ethyl)isoindolin-1-one